C1(=CC=C(C=C1)OC1=C(C(=NN1C)C(F)F)C(=O)N[C@@H](C)C1=CC=C(C(=O)OC)C=C1)C1=CC=CC=C1 methyl (S)-4-(1-(5-([1,1'-biphenyl]-4-yloxy)-3-(difluoromethyl)-1-methyl-1H-pyrazole-4-carboxamido)ethyl)benzoate